The molecule is a cembrane diterpenoid with cytotoxic activity isolated from the soft coral Lobophytum michaelae. It has a role as an antineoplastic agent and a coral metabolite. It is a gamma-lactone, an acetate ester, a cembrane diterpenoid, an epoxide and a macrocycle. C/C/1=C\\C[C@H]([C@]2([C@@H](O2)[C@@H]3[C@@H]([C@@H](C/C(=C/CC1)/C)OC(=O)C)C(=C)C(=O)O3)C)OC(=O)C